CC=1C=NC=C(C1)B1OC(C(O1)(C)C)(C)C 3-methyl-5-(4,4,5,5-tetra-methyl-1,3,2-dioxaborolan-2-yl)pyridine